N[C@H](C(=O)NC1=CC(=C(C=C1)CO)C)C (2S)-2-amino-N-[4-(hydroxymethyl)-3-methylphenyl]propanamide